ClC=1C=C(C=CC1)NC(=S)NC1=CC(=CC=C1)Cl N,N'-bis(m-chlorophenyl)thiourea